FC(C1=CC=2N(C=C1)N=C(N2)N[C@@H]2C[C@H](CC2)NC2=CC=C(C=N2)N2C(C1=CC=CC=C1C2)=O)(F)F 2-(6-(((1S,3S)-3-((7-(trifluoromethyl)-[1,2,4]triazolo[1,5-a]pyridin-2-yl)amino)cyclopentyl)amino)pyridin-3-yl)isoindolin-1-one